C(#N)C1=C(C=C(C=N1)N1C(N(C(C1=O)(C)C)CC(=O)N(C)C)=S)SC 2-[3-(6-cyano-5-methylthiopyridin-3-yl)-5,5-dimethyl-4-oxo-2-thioxo-imidazolidin-1-yl]-N,N-dimethyl-acetamide